1-methyl-3-(3-bromopropyl)imidazole chloride [Cl-].CN1CN(C=C1)CCCBr